4,4'-dimethyloxybenzophenone COC1=CC=C(C(=O)C2=CC=C(C=C2)OC)C=C1